bis(2,6-dimethoxybenzoyl)(2,4,4-trimethylphenyl)phosphine oxide COC1=C(C(=O)P(C2=C(CC(C=C2)(C)C)C)(C(C2=C(C=CC=C2OC)OC)=O)=O)C(=CC=C1)OC